F[P-](F)(F)(F)(F)F.CN(C(=[N+](C)C)ON1N=NC2=C1C=C(C=C2)Cl)C tetramethyl-O-(6-chloro-1H-benzotriazol-1-yl)uronium hexafluorophosphate